O1COC2=C1C=CC(=C2)N2CCNCC2 4-(benzo[d][1,3]dioxolane-5-yl)piperazine